2-methylenetetrahydro-1H-pyrrolizin-7a(5H)-yl-(methoxy)-5,6,7,8-tetrahydropyrido[3,4-d]pyrimidine C=C1CC2(CCCN2C1)C=1C2=C(N=C(N1)OC)CNCC2